BrC1=CC(=CC(=C1)[N+](=O)[O-])CBr 1-bromo-3-(bromomethyl)-5-nitrobenzene